[NH4+].[Co+2].[Ti+4] titanium cobalt ammonium